C(C)(C)(C)OC(=O)N1CCN(CC1)C=1C=C2CN(C(C2=CC1)=O)[C@@H](CCC(=O)OC(C)(C)C)C(N)=O.C(C1CO1)N1C(=O)NC(=O)C1(C)C (2,3-epoxypropyl)-5,5-dimethyl-hydantoin tert-butyl-4-[2-[(1S)-4-tert-butoxy-1-carbamoyl-4-oxo-butyl]-1-oxo-isoindolin-5-yl]piperazine-1-carboxylate